COC1=NC=C(C(=C1)C1=C(C=2CCCC2C=C1)N)C 5-(2-methoxy-5-methylpyridin-4-yl)-2,3-dihydro-1H-inden-4-amine